ClC=1C(=NC(=NC1)NC1=C(C=C(C=C1)N1CCC(CC1)N1CCN(CC1)C)OC(F)F)N[C@H]1[C@@H](CCCC1)C(=O)N (1R,2R)-2-((5-chloro-2-((2-(difluoromethoxy)-4-(4-(4-methylpiperazin-1-yl)piperidin-1-yl)phenyl)amino)pyrimidin-4-yl)amino)cyclohexane-1-carboxamide